C(C)(C)(C)N1N=CC(=C1)C(=O)NCC1=C(C=C(C=C1)C1=NC=NC(=C1)NC=1C=C2N(N1)CCC2)C (tert-butyl)-N-(4-(6-((5,6-dihydro-4H-pyrrolo[1,2-b]pyrazol-2-yl)amino)pyrimidin-4-yl)-2-methylbenzyl)-1H-pyrazole-4-carboxamide